(2S)-2-[4-[8-[4-[4-[2-(dimethylamino)ethyl]piperazine-1-carbonyl]-3-methyl-anilino]imidazo[1,2-a]pyrazin-3-yl]-2,3-difluoro-phenoxy]propanenitrile formate C(=O)O.CN(CCN1CCN(CC1)C(=O)C1=C(C=C(NC=2C=3N(C=CN2)C(=CN3)C3=C(C(=C(O[C@H](C#N)C)C=C3)F)F)C=C1)C)C